FC(S(=O)(=O)OC1=C(C(=CC(=C1)N1CCC(CC1)NC(=O)OC(C)(C)C)OCC1=CC=CC=C1)C1=CC(=C(C=C1)C)OCC1=CC=CC=C1)(F)F 3',6-bis(benzyloxy)-4-(4-((tert-butoxycarbonyl)amino)piperidin-1-yl)-4'-Methyl-[1,1'-biphenyl]-2-yl trifluoromethanesulfonate